CN(C1=NC=CC2=C(C=CC=C12)S(=O)(=O)N1CCN(CC1)C(CNC(OC(C)(C)C)=O)=O)C tert-butyl (2-(4-((1-(dimethylamino)isoquinolin-5-yl)sulfonyl)piperazin-1-yl)-2-oxoethyl)carbamate